COC1=NC=2C=CC3=C(C2N=C1)C1=C(S3)C(NC3(CN1)CCN(CC3)C)=O 3'-methoxy-1-methyl-11',12'-dihydrospiro[piperidine-4,10'-[1,4]diazepino[5',6':4,5]thieno[3,2-f]quinoxalin]-8'(9'H)-one